2-(pyridin-2-ylamino)pyrimidine-4-carboxamide N1=C(C=CC=C1)NC1=NC=CC(=N1)C(=O)N